1-Ethyl-4-((3,4,5-trimethoxyphenyl)amino)-6-methyl-1H-indole-2-carboxylic acid ethyl ester C(C)OC(=O)C=1N(C2=CC(=CC(=C2C1)NC1=CC(=C(C(=C1)OC)OC)OC)C)CC